C(C)(C)(C)OC(=O)N1CCN(CC1)C=1C=CC=2N=CN=C(C2N1)NC1=C(C(=C(C=C1)Cl)Cl)F.C(C(C)C)C1=CC=C(C=C1)[C@@H](C(=O)NC1=CN(C(C=C1)=O)C1=CC=CC=C1)C (S)-2-(4-isobutylphenyl)-N-(6-oxo-1-phenyl-1,6-dihydropyridin-3-yl)propanamide tert-Butyl-4-(4-((3,4-dichloro-2-fluorophenyl)amino)pyrido[3,2-d]pyrimidin-6-yl)piperazine-1-carboxylate